CN1C(C(C(C2=CC=CC=C12)=O)CCC(=O)O)=O 1-methyl-3-carboxyethylquinoline-2,4(1H,3H)-dione